tert-butyl (R)-(1-(piperazine-1-carbonyl)pyrrolidin-3-yl)carbamate N1(CCNCC1)C(=O)N1C[C@@H](CC1)NC(OC(C)(C)C)=O